4,6-bis(benzyloxy)-3-phenylbenzofuran C(C1=CC=CC=C1)OC1=CC(=CC2=C1C(=CO2)C2=CC=CC=C2)OCC2=CC=CC=C2